4-((4-(Dimethylamino)cyclohexyl)amino)-N-(4-(4-methylpiperazin-1-yl)phenyl)-2-oxo-1,2-dihydropyridine-3-carboxamide CN(C1CCC(CC1)NC1=C(C(NC=C1)=O)C(=O)NC1=CC=C(C=C1)N1CCN(CC1)C)C